FC1=CC=C(C=C1)C1(OC2=C(O1)C=CC=C2C2CCN(CC2)CC2=NC=C(C=C2C)C2=NN=C(N2)C(F)(F)F)C 2-({4-[2-(4-fluorophenyl)-2-methyl-2H-1,3-benzodioxol-4-yl]piperidin-1-yl}methyl)-3-methyl-5-[5-(trifluoromethyl)-4H-1,2,4-triazol-3-yl]pyridine